N-[[(3aR,5s,6aS)-2-(tetrahydropyran-4-ylmethyl)-3,3a,4,5,6,6a-hexahydro-1H-cyclopenta[c]pyrrol-5-yl]methyl]-6-(2,4-dimethylpyrazol-3-yl)pyridazin-3-amine O1CCC(CC1)CN1C[C@@H]2[C@H](C1)CC(C2)CNC=2N=NC(=CC2)C=2N(N=CC2C)C